5-bromo-1,3-dihydrobenzo[c]thiophene-2,2-dioxide BrC1=CC2=C(CS(C2)(=O)=O)C=C1